(Z)-4-(3-Chlorophenylsulfonyl)-3-fluorobut-2-en-1-amin ClC=1C=C(C=CC1)S(=O)(=O)C/C(=C/CN)/F